C1(CC1)C=1C=C(C=C(C1)C=1N=NC=CC1)N(C)CC1=CC=C(C=C1)CN1[C@@H]([C@H]([C@@H]([C@H](C1)O)O)O)CO (2R,3R,4R,5S)-1-{[4-({[3-cyclopropyl-5-(pyridazin-3-yl)phenyl](methyl)amino}methyl)phenyl]methyl}-2-(hydroxymethyl)piperidine-3,4,5-triol